O=C1CC=NC2=NC=CN=C21 8-oxopyrido[2,3-b]pyrazin